C(C)(=O)NC=1C=C2C=C(C=C(C2=CC1)CC(=O)O)S(=O)(=O)Cl.COC1=CC=C(C=C1)CN1C(C2=C3C(C(=CC=C13)CC1=CC=C(C=C1)CN1C(COCC1)=O)=CC=C2)=O 4-[[4-[[1-[(4-methoxyphenyl)methyl]-2-oxo-benzo[cd]indol-6-yl]methyl]phenyl]methyl]morpholin-3-one 6-acetamido-3-(chlorosulfonyl)naphthalen-1-yl-acetate